2-(2,5-dimethylpyrrol-1-yl)-5-(4-fluoropyrazol-1-yl)-1,3,4-thiadiazole CC=1N(C(=CC1)C)C=1SC(=NN1)N1N=CC(=C1)F